[4-Amino-2-(methylsulfanyl)pyrimidin-5-yl]methanol NC1=NC(=NC=C1CO)SC